(1S,2R,4aS,6aS,6bR,8aR,14aR,14bR,16bS)-13-ethoxy-1,2,6a,6b,9,9,11,14a-octamethyl-1,2,3,4,4a,5,6,6a,6b,7,8,8a,9,14,14a,14b,15,16b-octadecahydrochryseno[1,2-g]Quinazolin C(C)OC1=NC(=NC=2C([C@H]3[C@](CC12)([C@H]1CC=C2[C@@H]4[C@H]([C@@H](CC[C@H]4CC[C@]2([C@@]1(CC3)C)C)C)C)C)(C)C)C